((S)-3-methylsulfonyl-1-(2,2,2-trifluoroethyl)allyl)carbamate CS(=O)(=O)C=C[C@H](CC(F)(F)F)NC([O-])=O